(5-(4-amino-4-methylpiperidin-1-yl)-1-(3-chloropyridin-4-yl)-1H-indol-4-yl)methanol NC1(CCN(CC1)C=1C(=C2C=CN(C2=CC1)C1=C(C=NC=C1)Cl)CO)C